ClC1=CC=C(CC2C(N(CC2)C=2C=NC(=NC2)C2=CC=NC=C2)=O)C=C1 (4-chlorobenzyl)-1-(2-(pyridin-4-yl)pyrimidin-5-yl)pyrrolidin-2-one